1-{[(2-aminoethyl)carbamoyl]amino}-3,6,9,12,15,18,21,24,27,30,33,36-dodecaoxanonatriacontan-39-oic acid NCCNC(=O)NCCOCCOCCOCCOCCOCCOCCOCCOCCOCCOCCOCCOCCC(=O)O